ClC1=C2C(=NC=C1)C(=C(N2)C2=CC(=NC=C2)NC(C(CC(F)F)C2=CC=C(C=C2)F)=O)C2=NC=CC=C2 N-{4-[7-chloro-3-(pyridin-2-yl)-1H-pyrrolo[3,2-b]pyridin-2-yl]pyridin-2-yl}-4,4-difluoro-2-(4-fluorophenyl)butanamide